3-((4-carbamoyl-2,6-difluorophenoxy)methyl)-4-chloro-7-hydroxybenzo[b]thiophene-2-carboxylic acid ethyl ester C(C)OC(=O)C1=C(C2=C(S1)C(=CC=C2Cl)O)COC2=C(C=C(C=C2F)C(N)=O)F